(S)-1-(1-(6,7-difluoro-1-oxo-1,2-dihydroisoquinolin-4-yl)ethyl)-3-(4-fluorophenyl)-1-isobutylurea FC=1C=C2C(=CNC(C2=CC1F)=O)[C@H](C)N(C(=O)NC1=CC=C(C=C1)F)CC(C)C